BrC=1C=C2C(C(C(OC2=CC1)=O)=C1C(=C2N(CCCN2)C1(C1=CC=CC=C1)O)C(C1=CC=C(C=C1)C)=O)=O 6-bromo-3-(6-hydroxy-8-(4-methylbenzoyl)-6-phenyl-1,2,3,4-tetrahydropyrrolo[1,2-a]pyrimidin-7(6H)-ylidene)chroman-2,4-dione